(E)-N-(5-oxo-5-(2-propylhydrazino)pentyl)-3-(pyridin-3-yl)acrylamide O=C(CCCCNC(\C=C\C=1C=NC=CC1)=O)NNCCC